C(C)(C)(C)C1=CC=C(C=C1)C(CCC(C#CC1=CC=CC=C1)CC(F)(F)F)=O 1-(4-(tert-butyl)phenyl)-6-phenyl-4-(2,2,2-trifluoroethyl)hex-5-yn-1-one